N-methyl-2,6-dibromoaniline CNC1=C(C=CC=C1Br)Br